ClC=1C(=C(C=CC1F)[C@@H](NC(=O)N1[C@@H](C(NCC1)=O)C)C1CCC(CC1)(F)F)F (2R)-N-((S)-(3-chloro-2,4-difluorophenyl)(4,4-difluorocyclohexyl)methyl)-2-methyl-3-oxopiperazine-1-carboxamide